C12OCC(N(C1)C=1C=C3C(=NC(=NC3=CC1)C)S)CC2 6-(2-oxa-5-azabicyclo[2.2.2]octan-5-yl)-2-methylquinazoline-4-thiol